[K].[Mg].[K] potassium magnesium potassium